ClC1=C(C(=O)N2COC3=C(C2)C=CC=C3C3=CC(=C(C(=O)O)C=C3F)N3C2COCC3CC2)C(=CC(=C1)N1CC(C1)OC(C)C)Cl 4-[3-[2,6-Dichloro-4-(3-propan-2-yloxyazetidin-1-yl)benzoyl]-2,4-dihydro-1,3-benzoxazin-8-yl]-5-fluoro-2-(3-oxa-8-azabicyclo[3.2.1]octan-8-yl)benzoic acid